3-fluoro-1-methyl-pyridin-2-one FC=1C(N(C=CC1)C)=O